5-(1,3-benzoxazol-2-yl)-4-(pyridin-4-yl)pyrimidin-2-amine O1C(=NC2=C1C=CC=C2)C=2C(=NC(=NC2)N)C2=CC=NC=C2